O=C1OCC(=NN1)C1=CC(=C(C=C1)N1CC2(CS(C2)(=O)=O)C1)C(F)(F)F 6-[4-(2-Oxo-3,6-dihydro-2H-1,3,4-oxadiazin-5-yl)-2-(trifluoromethyl)phenyl]-2lambda6-thia-6-azaspiro[3.3]heptan-2,2-dion